7-bromo-N-cyclohexylbenzo[d]oxazol-2-amine BrC1=CC=CC=2N=C(OC21)NC2CCCCC2